20-methyl-pregna-5-ene-3,21-diol 21-p-toluenesulfonate CC1=CC=C(C=C1)S(=O)(=O)OCC([C@H]1CC[C@H]2[C@@H]3CC=C4CC(CC[C@]4(C)[C@H]3CC[C@]12C)O)C